methyl 2-amino-4-fluoro-5-(4,4,5,5-tetramethyl-1,3,2-dioxaborolan-2-yl)benzoate NC1=C(C(=O)OC)C=C(C(=C1)F)B1OC(C(O1)(C)C)(C)C